(R)-4-(2-chloro-6-methyl-7-(2-(methylsulfonyl)propan-2-yl)thieno[3,2-d]pyrimidine-4-yl)-3-methylmorpholine ClC=1N=C(C2=C(N1)C(=C(S2)C)C(C)(C)S(=O)(=O)C)N2[C@@H](COCC2)C